N-{4-[2-(2,3-dimethylphenyl)acetamido]pyridin-2-yl}acetamide CC1=C(C=CC=C1C)CC(=O)NC1=CC(=NC=C1)NC(C)=O